(R)-5-(4-(azetidin-2-ylmethoxy)-1-methyl-1H-pyrazol-5-yl)-N-(5,6-dimethylpyridazin-3-yl)pyrazolo[1,5-a]pyridin-2-amine N1[C@H](CC1)COC=1C=NN(C1C1=CC=2N(C=C1)N=C(C2)NC=2N=NC(=C(C2)C)C)C